tetramethylthiuram monosulfide, allyl-diazonium salt C(C=C)[N+]#N.CN(C(SC(N(C)C)=S)=S)C